ClC=1C=C(C=CC1C(=O)N1CCN(CC1)C(=O)[C@H]1[C@@H](CNCC1)O)NC(=O)C=1N(C(=CN1)C1=C(C(=C(C=C1)OCC#N)F)F)C N-[3-chloro-4-[4-[(3S,4R)-3-hydroxypiperidine-4-carbonyl]piperazine-1-carbonyl]phenyl]-5-[4-(cyanomethoxy)-2,3-difluoro-phenyl]-1-methyl-imidazole-2-carboxamide